N-[4-bromo-3-methyl-2-nitro-6-(trifluoromethyl)phenyl]carboxamide BrC1=C(C(=C(C(=C1)C(F)(F)F)NC=O)[N+](=O)[O-])C